C(C)(C)(C)OC(=O)N[C@H]1C=C([C@H](C1)C(=O)OC)C (1S,4R)-methyl 4-((tert-butoxy carbonyl)amino)-2-methylcyclopent-2-enecarboxylate